C(C)OCOCCCC(CC(C)[Li])C 6-ethoxymethoxy-1,3-dimethylhexyllithium